BrCCCCCCC(CCC)Br 1,7-dibromo-decane